C(C)N(S(=O)(=O)C1=CC=C(C=C1)S(=O)(=O)N1CCC(CC1)C)CC N,N-diethyl-4-((4-methylpiperidin-1-yl)sulfonyl)benzenesulfonamide